C(C)[C@H]1[C@@H]([C@H]1C=1C=NN(C1)C)C(=O)NC=1N=CC2=CC(=C(C=C2C1)C1=C(C2=C(OCCN2)N=C1)C)F (1S,2R,3S)-2-Ethyl-N-(7-fluoro-6-(8-methyl-2,3-dihydro-1H-pyrido[2,3-b][1,4]oxazin-7-yl)isochinolin-3-yl)-3-(1-methyl-1H-pyrazol-4-yl)cyclopropan-1-carboxamid